OC=1C=C(C=CC1O)C=CC(=O)O[C@H]1C([C@@H](CC(C1)(C(NCCCCC1=CC=CC=C1)=O)O)OC(C=CC1=CC(=C(C=C1)O)O)=O)O ((1R,2S,3R,5S)-2,5-dihydroxy-5-(4-phenylbutylcarbamoyl) cyclohexane-1,3-diyl) bis(3-(3,4-dihydroxyphenyl) acrylate)